C1(=CC=CC=C1)CCN R-(+)-phenylethylamine